C1(CCCC1)C1=C(C=C(C(=N1)O)C(=O)OCC)C ethyl 6-cyclopentyl-2-hydroxy-5-methyl-pyridine-3-carboxylate